5-[3-(3-bromophenylamino)-2-hydroxypropyl]-1,3-oxazol-2(3H)-one BrC=1C=C(C=CC1)NCC(CC1=CNC(O1)=O)O